2-amino-4-(2-aminophenyl)-4-oxobutanamide NC(C(=O)N)CC(=O)C1=C(C=CC=C1)N